ClC1=CC=C(C=C1)C1=CC2=CC=CC=C2C=2C=CC(=CC12)C1=CC=CC=C1 10-(4-chlorophenyl)-2-phenylphenanthrene